(5-methyl-2-(1-methyl-2-oxo-2,3-dihydro-1H-benzo[d]imidazol-5-ylamino)pyrimidin-4-ylamino)benzo[d]oxazol-2(3H)-one CC=1C(=NC(=NC1)NC1=CC2=C(N(C(N2)=O)C)C=C1)NN1C(OC2=C1C=CC=C2)=O